ClC1=CC=C(C=C1)C1=CC=C(O1)CN1CCN(CC1)CC=1C=C2C=NC(C2=CC1)=O 5-((4-((5-(4-chlorophenyl)furan-2-yl)methyl)piperazin-1-yl)methyl)-1-oxoisoindole